N-[1-(1-acetylpiperidin-4-yl)-1H-indazol-4-yl]-2-chloro-5-{[(2,2-dimethylpropanoyl)amino]methyl}benzamide C(C)(=O)N1CCC(CC1)N1N=CC2=C(C=CC=C12)NC(C1=C(C=CC(=C1)CNC(C(C)(C)C)=O)Cl)=O